10-{2-[(1R,4R)-2,5-diazabicyclo[2.2.1]heptan-2-yl]ethyl}-3,7-bis({1H-pyrazolo[3,4-b]pyridin-5-yl})phenoxazine [C@H]12N(C[C@H](NC1)C2)CCN2C1=CC=C(C=C1OC=1C=C(C=CC21)C=2C=C1C(=NC2)NN=C1)C=1C=C2C(=NC1)NN=C2